COC1=C(C(=CC=C1)OC)N1C(=NN=C1C=1C=NC=C(C1)C)NS(=O)(=O)C(C)C(C)C1=NC=C(C=N1)C N-{4-(2,6-dimethoxyphenyl)-5-(5-methyl-3-pyridinyl)-4H-1,2,4-triazol-3-yl}-3-(5-methyl-2-pyrimidinyl)-2-butanesulfonamide